OC1(CCNCC1)CCC1CCN(CC1)C(=O)OC(C)(C)C tert-butyl 4-[2-(4-hydroxy-4-piperidyl)ethyl]piperidine-1-carboxylate